CC=1C=CC2=C(NN=N2)C1 6-methylbenzotriazole